NCCC=1C=NC(=NC1)CC(=O)OC(C)(C)C tert-butyl 2-[5-(2-aminoethyl)pyrimidin-2-yl]acetate